O=C1NC(CCC1N1C(N(C2=C1C=CC(=C2)C2CCN(CC2)CC2CCN(CC2)C(=O)OC(C)(C)C)C)=O)=O tert-butyl 4-((4-(1-(2,6-dioxopiperidin-3-yl)-3-methyl-2-oxo-2,3-dihydro-1H-benzo[d]imidazol-5-yl)piperidin-1-yl)methyl)piperidine-1-carboxylate